FC=1C(=C(C=CC1N1CCC(CC1)C(F)(F)F)NC1=CC=C(CN2CC(CC2=O)C(=O)N)C=C1)C (4-((3-fluoro-2-methyl-4-(4-(trifluoromethyl)piperidin-1-yl)phenyl)amino)benzyl)-5-oxopyrrolidine-3-carboxamide